1-(2-(2-(2-ethoxyethoxy)ethoxy)-1-phenylvinyl)-4-methoxybenzene C(C)OCCOCCOC=C(C1=CC=CC=C1)C1=CC=C(C=C1)OC